N1(CCCCC1)C1=NC2=CC=CC=C2C(=N1)NCCOC1=CC=C(C=C1)CN1CCCC1 2-(piperidin-1-yl)-N-(2-(4-(pyrrolidin-1-ylmethyl)phenoxy)ethyl)quinazolin-4-amine